pyrido[2,1-a]isoquinolin-2-yl 2-((tert-butoxycarbonyl)amino)-3-methylbutanoate C(C)(C)(C)OC(=O)NC(C(=O)OC=1C=C2N(C=CC3=CC=CC=C23)CC1)C(C)C